5-[4-[(3S)-3-methylmorpholin-4-yl]-6-morpholino-1,3,5-triazin-2-yl]-4-(trifluoromethyl)pyridin-2-amine C[C@@H]1N(CCOC1)C1=NC(=NC(=N1)N1CCOCC1)C=1C(=CC(=NC1)N)C(F)(F)F